2-(R,S)-fluoropentanoate F[C@@H](C(=O)[O-])CCC |r|